3-methyl-9-(4-(1,4-oxazepan-4-ylcarbonyl)phenyl)-2-(trifluoromethyl)-4H-pyrido[1,2-a]pyrimidin-4-one CC1=C(N=C2N(C1=O)C=CC=C2C2=CC=C(C=C2)C(=O)N2CCOCCC2)C(F)(F)F